[Cl-].C(CCCCCCCCCCC)[N+](C)(C)CCCCCCCCCCCC di-dodecyldimethyl-ammonium chloride